8-((1S,2S)-2-(2-(difluoromethyl)-1-(2,2,2-trifluoroethyl)-1H-benzo[d]imidazol-6-yl)cyclopropyl)-6-(2,4-dimethoxypyrimidin-5-yl)imidazo[1,2-b]pyridazine FC(C1=NC2=C(N1CC(F)(F)F)C=C(C=C2)[C@@H]2[C@H](C2)C=2C=1N(N=C(C2)C=2C(=NC(=NC2)OC)OC)C=CN1)F